FC1=CC=C(C=C1)C(CNC(=O)[C@]1([C@@H](CC[C@H](C1)C)C(C)C)O)=O (1S,2S,5R)-N-[2-(4-fluorophenyl)-2-oxo-ethyl]-1-hydroxy-2-isopropyl-5-methyl-cyclohexanecarboxamide